FS(=O)(=O)OC=1C=C(C(=O)O)C=C(C1)C=1N=NN(C1)C1=CC=C(C=C1)C 3-((fluorosulfonyl)oxy)-5-(1-(p-tolyl)-1H-1,2,3-triazol-4-yl)benzoic acid